ClC=1C(=NC(=C(C(=O)NC2=CC(=CC=C2)[S@@](=O)(=N)C)C1)N1CCC(CCC1)(F)F)C (R)-5-chloro-2-(4,4-difluoroazepan-1-yl)-6-methyl-N-(3-(S-methylsulfonimidoyl)phenyl)nicotinamide